ClC1=C(C(=CC=C1NC(C)C)Cl)CC(=O)OC methyl 2-(2,6-dichloro-3-(isopropylamino)phenyl)acetate